(5-(5-(1-((5-chlorothiazol-2-yl)amino)-1-oxopropan-2-yl)pyridin-3-yl)pyrazin-2-yl)acrylamide ClC1=CN=C(S1)NC(C(C)C=1C=C(C=NC1)C=1N=CC(=NC1)C(C(=O)N)=C)=O